C1(=CC=C(C=C1)C(C)(COCCOCCOCCOCCCC)O)C(C)(COCCOCCOCCOCCCC)O 2,2'-(1,4-phenylene)bis(4,7,10,13-tetraoxaheptadecan-2-ol)